5-Isobutyl-nicotinic acid ethyl ester C(C)OC(C1=CN=CC(=C1)CC(C)C)=O